[Si](C)(C)(C(C)(C)C)OC[C@H]1N(CC(CC1)(C)O)C(=O)OCC1=CC=CC=C1 benzyl (2S)-2-(((tert-butyldimethylsilyl) oxy) methyl)-5-hydroxy-5-methylpiperidine-1-carboxylate